C(CC(O)(C(=O)O)CC(=O)O)(=O)O.CN(C)CCC=1C(=C(C(C2=CC=CC=C2)OC(C2=C(C(=CC=C2)CCN(C)C)C)C2=CC=CC=C2)C=CC1)C 3-Dimethylaminoethyl-2-methylbenzhydryl ether citrate salt